2-(((2R,5R)-5-(6-((4-chloro-2-fluorobenzyl)oxy)pyridin-2-yl)tetrahydro-2H-pyran-2-yl)methyl)-1-(thiazol-5-ylmethyl)-1H-benzo[d]imidazole-6-carboxylic acid ClC1=CC(=C(COC2=CC=CC(=N2)[C@H]2CC[C@@H](OC2)CC2=NC3=C(N2CC2=CN=CS2)C=C(C=C3)C(=O)O)C=C1)F